C1NCCC12CCN(CC2)C2=C(C(N(C1=CC(=CC=C21)N(C)CCOC)C)=O)C#N 4-(2,8-diazaspiro[4.5]decan-8-yl)-7-[(2-methoxyethyl)-(methyl)amino]-1-methyl-2-oxo-1,2-dihydroquinoline-3-carbonitrile